2-(2-chlorophenyl)-5-(8-cyclopropyl-1,2,3,4-tetrahydronaphthalen-2-yl)-1-methyl-4,5,6,7-tetrahydro-1H-imidazo[4,5-c]pyridine ClC1=C(C=CC=C1)C=1N(C2=C(CN(CC2)C2CC3=C(C=CC=C3CC2)C2CC2)N1)C